ClC=1C=CC(=C(C(=O)NCCCCCCCC(=O)O)C1)O 8-(5-chloro-2-hydroxybenzamido)octanoic acid